S(=O)(=O)(OCC)OC(F)(F)F ethyl (trifluoromethyl) sulfate